ClC1=NC=2N(C(=C1)N1CC3(CC3)C(C1)F)N=CC2 5-chloro-7-(7-fluoro-5-azaspiro[2.4]heptan-5-yl)pyrazolo[1,5-a]pyrimidine